4-(3-Chloroanilino)-2'-[(2S)-3-{[(5R)-5-methyl-5,6,7,8-tetrahydroquinolin-4-yl]oxy}-2-phenylpropyl]-2',3'-dihydrospiro[cyclohexane-1,1'-indene]-4-carboxylic acid ClC=1C=C(NC2(CCC3(C(CC4=CC=CC=C34)C[C@H](COC3=CC=NC=4CCC[C@H](C34)C)C3=CC=CC=C3)CC2)C(=O)O)C=CC1